N-[3-amino-5-fluoro-4-[1-[4-(pentafluoro-lambda6-sulfanyl)benzoyl]-4-piperidyl]-2-pyridyl]-1-cyclopropyl-piperidine-4-carboxamide NC=1C(=NC=C(C1C1CCN(CC1)C(C1=CC=C(C=C1)S(F)(F)(F)(F)F)=O)F)NC(=O)C1CCN(CC1)C1CC1